(S)-6-(4-chlorophenyl)-N-(1-(3,4-difluorophenyl)cyclopropyl)-2-(1-methyl-1H-pyrazol-4-yl)pyrimidine-4-carboxamide ethyl-octanoate (E,Z)-ethyl-2,4-decadienoate C(C)OC(\C=C\C=C/CCCCC)=O.C(C)OC(CCCCCCC)=O.ClC1=CC=C(C=C1)C1=CC(=NC(=N1)C=1C=NN(C1)C)C(=O)NC1(CC1)C1=CC(=C(C=C1)F)F